C(=C\CCC)/C1=CC=C(S1)B(O)O (E)-(5-(pent-1-en-1-yl)thiophen-2-yl)boronic acid